BrCC\C=C/CCCCCCC(OC)OC (3Z)-1-bromo-11,11-dimethoxy-3-undecene